C(C)OC(C(=NO)C#N)=O.COC1=CC=C(C=C1)CC(=O)C1=CC(=C(C(=C1)OC)OC)OC 2-(4-Methoxyphenyl)-1-(3,4,5-trimethoxyphenyl)ethan-1-one ethyl-2-cyano-2-(hydroxyimino)acetate